(dimethylamino)-N-methylpyrimidine CN(C)C1N(C=CC=N1)C